2-((2,5,5-trimethyl-3-(phenylimino)cyclohex-1-en-1-yl)amino)acetamide CC1=C(CC(CC1=NC1=CC=CC=C1)(C)C)NCC(=O)N